methyl 5-amino-2-fluoro-benzoate NC=1C=CC(=C(C(=O)OC)C1)F